isopropyl (S)-2-((S)-2-cyclopropoxy-3-(4-hydroxyphenyl) propanamido)-6-diazo-5-oxohexanoate C1(CC1)O[C@H](C(=O)N[C@H](C(=O)OC(C)C)CCC(C=[N+]=[N-])=O)CC1=CC=C(C=C1)O